FC1=CC(=CC=2N(C(=NC21)C)C(C)C)C2=CNC1=NC=C(C=C12)C(=O)NC=1C=NN(C1)C1CCN(CC1)C 3-(4-fluoro-1-isopropyl-2-methyl-1H-benzo[d]imidazol-6-yl)-N-(1-(1-methylpiperidin-4-yl)-1H-pyrazol-4-yl)-1H-pyrrolo[2,3-b]pyridine-5-carboxamide